ClC=1C=C2C=NN(C2=CC1N1CCN(CC1)C1(C(COC1)O)C)C=1C=NN(C1)C 4-{4-[5-chloro-1-(1-methyl-1H-pyrazol-4-yl)-1H-indazol-6-yl]piperazin-1-yl}-4-methyloxolan-3-ol